6,7'-dihydroxy-spiro[benzofuran-3,4'-chromane]-2,2'-dione OC1=CC2=C(C=C1)C1(CC(OC3=CC(=CC=C13)O)=O)C(O2)=O